BrC1=CSC2=C1SC(=C2)C(=O)O 6-bromothieno[3,2-b]thiophene-2-carboxylic acid